O=C1OC2=CC(=CC=C2C(=C1)C1=C(C=CC=C1)C)OCC(=O)O 2-((2-oxo-4-(o-tolyl)-2H-chromen-7-yl)oxy)acetic acid